2-chloro-N-[(trans)-4-methoxycyclohexyl]quinoline-4-carboxamide ClC1=NC2=CC=CC=C2C(=C1)C(=O)N[C@@H]1CC[C@H](CC1)OC